NC[C@H](O)C1CCCCC1 |r| Racemic-2-amino-1-(cyclohexyl)ethan-1-ol